C(C)(C)(C)OC(=O)N(C1=CC(=NC=2N1N=CC2C#N)N[C@@H]2CN(CCC2)C(=O)OC(C)(C)C)CC2=CC=C(C=C2)C2=NC=CC=C2 tert-butyl (S)-3-((7-((tert-butoxycarbonyl)(4-(pyridin-2-yl)benzyl)amino)-3-cyanopyrazolo[1,5-a]pyrimidin-5-yl)amino)piperidine-1-carboxylate